6-[5-[(6-methylpyridazin-3-yl)amino]benzimidazol-1-yl]-2-pyridyl-benzonitrile CC1=CC=C(N=N1)NC1=CC2=C(N(C=N2)C2=CC=CC(=N2)C2=C(C#N)C=CC=C2)C=C1